N1CC(C(C(C(C1)O)O)O)O 3,4,5,6-azepanetetrol